4-(5-acetyl-2-(4-fluoro-2,6-dimethylphenoxy)phenyl)-6-methyl-7-oxo-6,7-dihydrothieno[2,3-c]pyridine-2-carboxamide C(C)(=O)C=1C=CC(=C(C1)C=1C2=C(C(N(C1)C)=O)SC(=C2)C(=O)N)OC2=C(C=C(C=C2C)F)C